C(C)(=O)C1=CC(=C(N(C1=O)C1=CC=C(C=C1)OC)C)C(=O)NC1=CC=C(C=C1)OC 5-acetyl-N,1-bis(4-methoxyphenyl)-2-methyl-6-oxo-1,6-dihydropyridine-3-carboxamide